[(1R)-2,2,3-trimethyl-3-cyclopenten-1-yl]-4-penten-1-ol CC1([C@@H](CC=C1C)C(CCC=C)O)C